C(N1[C@H](CCC1)CC1=CNC2=CC=CC(=C12)OC(CCC(=O)O)=O)([2H])([2H])[2H] (R)-4-((3-((1-(methyl-d3)pyrrolidin-2-yl)methyl)-1H-indol-4-yl)oxy)-4-oxobutanoic acid